5-(2-(Dimethylamino)ethoxy)-N-(1-(4-fluorophenyl)cyclopropyl)-2-methyl-benzamide CN(CCOC=1C=CC(=C(C(=O)NC2(CC2)C2=CC=C(C=C2)F)C1)C)C